[18-Fluoro-32-methyl-20-oxo-15-oxa-8,9,10,21-tetraazahexacyclo[19.5.3.216,19.13,7.06,10.024,28]dotriaconta-1(26),3(32),4,6,8,16,18,24,27,30-decaen-2-yl]acetic acid FC=1C=C2OCCCCN3N=NC4=C3C=CC(C(C3=CC=C5CCN(C(C1C=C2)=O)CC5=C3)CC(=O)O)=C4C